O=C(CCC#N)N1CC2=CC=CC(=C2CC1)OC1=CC=C(C=C1)C(F)(F)F 4-oxo-4-[5-[4-(trifluoromethyl)phenoxy]-3,4-dihydro-1H-isoquinolin-2-yl]butanenitrile